N-(4-((2-(1,1-difluoroethyl)-6-methylpyrimidin-4-yl)amino)-5-(4,4,5,5-tetramethyl-1,3,2-dioxaborolan-2-yl)pyridin-2-yl)acetamide FC(C)(F)C1=NC(=CC(=N1)NC1=CC(=NC=C1B1OC(C(O1)(C)C)(C)C)NC(C)=O)C